C(C)(C)(C)OC(=O)NCCN1N=NN=C1SC1=C(C(=O)[O-])C=C(C=C1)[N+](=O)[O-].[Li+] lithium 2-{[1-(2-{[(tert-butoxy)carbonyl]amino}ethyl)-1H-1,2,3,4-tetrazol-5-yl]sulfanyl}-5-nitrobenzoate